3,5-dimethoxy-4-hydroxyphenyl methyl ketone CC(=O)C1=CC(=C(C(=C1)OC)O)OC